OCC1CN(CCC1)C=1C=NC(=C(C(=O)N)C1)OC 5-(3-(hydroxymethyl)piperidin-1-yl)-2-methoxynicotinamide